C1(CCCCC1)C[C@H](C(=O)N1[C@@H](CN(CC1)C(=O)OCC1C2=CC=CC=C2C=2C=CC=CC12)C(NCC=1SC=CC1)=O)NC1CCCCC1 (9H-fluoren-9-yl)methyl (S)-4-((R)-3-cyclohexyl-2-(cyclohexylamino)propanoyl)-3-((thiophen-2-ylmethyl)carbamoyl)piperazine-1-carboxylate